4-(tert-butyl)-9,10-bis[2-carboxy(3,6-methano-4-cyclohexenyl)]carbonyloxy-anthracene C(C)(C)(C)C1=CC=CC2=C(C3=CC=CC=C3C(=C12)OC(=O)C1C(C2C=CC1C2)C(=O)O)OC(=O)C2C(C1C=CC2C1)C(=O)O